(3S)-N-ethyl-1-(3-pyridazin-4-yl-1H-pyrrolo[2,3-b]pyridin-4-yl)piperidin-3-amine C(C)N[C@@H]1CN(CCC1)C1=C2C(=NC=C1)NC=C2C2=CN=NC=C2